ClC=1C2=C(N=CN1)C1=C(S2)N=C2C(=C1CSC)COC(C2)(C)C 4-chloro-8,8-dimethyl-11-((methylthio)methyl)-7,10-dihydro-8H-pyrano[3'',4'':5',6']pyrido[3',2':4,5]thieno[3,2-d]pyrimidine